C(C)(C)C1=CC(=NNC1=O)C(=O)NC1=C(N=CS1)C(=O)NCC1=C(C=CC=C1)OC(F)(F)F 5-(5-isopropyl-6-oxo-1,6-dihydropyridazine-3-carboxamido)-N-(2-(trifluoromethoxy)benzyl)thiazole-4-carboxamide